NC1=NNC(C2=C1N(N=C2[C@@H]2CN(CC2)C(C#CC)=O)C2=CC=C(C=C2)OC2=C(C=CC=C2)F)=O (S)-7-Amino-3-(1-(but-2-ynoyl)pyrrolidin-3-yl)-1-(4-(2-fluorophenoxy)phenyl)-1,5-dihydro-4H-pyrazolo[3,4-d]pyridazin-4-on